[5-bromo-2-[2-(isopropylamino)ethoxy]pyridin-3-yl]propane-2-sulfonamide BrC=1C=C(C(=NC1)OCCNC(C)C)CC(C)S(=O)(=O)N